3-(3-(4-(3-Fluorophenyl)piperazin-1-yl)propyl)-8-phenyl-1,3-diazaspiro[4.5]decane-2,4-dione FC=1C=C(C=CC1)N1CCN(CC1)CCCN1C(NC2(C1=O)CCC(CC2)C2=CC=CC=C2)=O